BrC=1C(=NN2C1COCC2)C2=NC=C(C=C2)F bromo-2-(5-fluoropyridin-2-yl)-6,7-dihydro-4H-pyrazolo[5,1-c][1,4]oxazine